C(CC)OCCONC(=O)OCC propoxyethoxyurethane